C(C)(C)(C)N1CCC(CC1)N(C(C(=O)OCC)=O)C1=NC(=C(C=C1[N+](=O)[O-])Cl)Cl Tert-Butyl-4-(N-(5,6-dichloro-3-nitropyridin-2-yl)-2-ethoxy-2-oxoacetamido)piperidine